C(C)N(C(C#CC=O)=O)CC N,N-diethyl-4-oxobut-2-ynamide